tert-butyl (2-(5-carbamoyl-2-(2-(4-fluorophenyl)butanamido)-4-methylthiophene-3-carboxamido)ethyl)carbamate C(N)(=O)C1=C(C(=C(S1)NC(C(CC)C1=CC=C(C=C1)F)=O)C(=O)NCCNC(OC(C)(C)C)=O)C